FC(C=1C=CC(=NC1)CN)(F)F (5-(trifluoromethyl)pyridin-2-yl)methanamine